CC=1C(=C2C(C(=O)NC2=O)=CC1)C(C)(C)C methyl-tertiary butyl-phthalimide